4-[(3-chloro-4-methoxybenzyl)amino]-2-[2-(hydroxymethyl)-1-pyrrolidinyl]pyrimidine-5-carboxylic acid ethyl ester C(C)OC(=O)C=1C(=NC(=NC1)N1C(CCC1)CO)NCC1=CC(=C(C=C1)OC)Cl